C1=CC=CC=2C=CC=3C4=C(OC3C12)C=CC=C4 BENZO[B]NAPHTHO[2,1-D]FURANE